ClC(C(=O)C1=CC=CC2=CC=CC=C12)Cl 2,2-dichloro-1-(1-naphthyl)-1-ethanone